[7-(3-amino-1H-indazol-6-yl)pyrazolo[1,5-a]pyridin-3-yl]-(1-piperidyl)methanone NC1=NNC2=CC(=CC=C12)C1=CC=CC=2N1N=CC2C(=O)N2CCCCC2